CC1CN(CCN1)C1=NC=CC(=N1)NC=1C=C2C=NNC2=CC1 N-(2-(3-methylpiperazin-1-yl)pyrimidin-4-yl)-1H-indazol-5-amine